8-ethyl-3-(methoxymethoxy)naphthalene C(C)C=1C=CC=C2C=C(C=CC12)OCOC